The molecule is a 1,2-diacyl-sn-glycerol 3-phosphate(2-) obtained by deprotonation of the phosphate OH groups of 1,2-dioleoyl-sn-glycero-3-phosphate. It is a 1-acyl-2-oleoyl-sn-glycero-3-phosphate(2-) and a dioleoylphosphatidate(2-). It is a conjugate base of a 1,2-dioleoyl-sn-glycerol-3-phosphate. CCCCCCCC/C=C\\CCCCCCCC(=O)OC[C@H](COP(=O)([O-])[O-])OC(=O)CCCCCCC/C=C\\CCCCCCCC